hydroxy-3,3-dimethylbutane OCCC(C)(C)C